[Br-].OC(CC)C1=NC=CN1C=C 1-hydroxypropyl-3-vinylimidazole bromide salt